(E)-4-(4-((2-(2,6-dioxopiperidin-3-yl)-1-oxoisoindolin-5-yl)methyl)piperazin-1-yl)but-2-enoic acid O=C1NC(CCC1N1C(C2=CC=C(C=C2C1)CN1CCN(CC1)C/C=C/C(=O)O)=O)=O